Methyl 5-(isothiazol-3-yl)-2-methyl-2H-1,2,6-thiadiazine-3-carboxylate 1,1-dioxide S1N=C(C=C1)C=1C=C(N(S(N1)(=O)=O)C)C(=O)OC